(E)-4,4,4-trifluoro-N-[[4-(hydroxymethyl)-1-[4-(trifluoromethoxy)phenyl]pyrazolo[3,4-b]pyridin-3-yl]methyl]but-2-enamide FC(/C=C/C(=O)NCC1=NN(C2=NC=CC(=C21)CO)C2=CC=C(C=C2)OC(F)(F)F)(F)F